S(=O)(=O)(SC1=C(C=CC(=C1)N(C)C)N)O S-(2-amino-5-(dimethylamino) phenyl) O-hydrogen thiosulfate